ls-4,4'-dihydroxybiphenyl OC1=CC=C(C=C1)C1=CC=C(C=C1)O